N1N=NC=C1C1[C@H]2CN(C[C@@H]12)C1=NN=C(O1)C=1C=NC(=NC1)NCC1=CC=C(C=C1)C(F)(F)F 5-(5-((1R,5S,6r)-6-(1H-1,2,3-triazol-5-yl)-3-azabicyclo[3.1.0]hexan-3-yl)-1,3,4-oxadiazol-2-yl)-N-(4-(trifluoromethyl)benzyl)pyrimidin-2-amine